C(=O)(OC(C)(C)C)N1C=C(C2=CC=CC=C12)B1OC(C)(C)C(C)(C)O1 1-N-Boc-indol-3-yl-boronic pinacol ester